N-[(2S)-1-({(1S)-1-cyano-2-[(3S)-2-oxopyrrolidin-3-yl]ethyl}amino)-4,4-dimethyl-1-oxopentan-2-yl]-4-methoxy-3,5-bis(trifluoromethyl)-1H-indole-2-carboxamide C(#N)[C@H](C[C@H]1C(NCC1)=O)NC([C@H](CC(C)(C)C)NC(=O)C=1NC2=CC=C(C(=C2C1C(F)(F)F)OC)C(F)(F)F)=O